[K].O=C1N(SC2=C1C=CC=C2)O 3-oxo-benzisothiazol-2(3H)-ol potassium